FC(C1=CC(=NN1)C=C1CC2(CN(C2)C(=O)OC(C)(C)C)C1)(F)F tert-butyl 6-[[5-(trifluoromethyl)-1H-pyrazol-3-yl] methylene]-2-azaspiro[3.3]heptane-2-carboxylate